ICCCCCCCCC(C(=O)[O-])(C(=O)[O-])C 2-(8-Iodooctyl)-2-methylmalonate